C(N)(OC1=C(C(C(=C(C1=O)NCCO)OC(N)=O)=O)NCCO)=O {2,5-bis[(2-hydroxyethyl) amino]-3,6-dioxo-1,4-cyclohexadiene-1,4-diyl} biscarbamate